tert-butyl (2S,4R)-4-[tert-butyl(dimethyl)silyl]oxy-2-[1-[(2-phenoxyphenyl)methyl]imidazol-2-yl]pyrrolidine-1-carboxylate [Si](C)(C)(C(C)(C)C)O[C@@H]1C[C@H](N(C1)C(=O)OC(C)(C)C)C=1N(C=CN1)CC1=C(C=CC=C1)OC1=CC=CC=C1